CC1=C(N2C(=O)C3=C(N=C2N1)N(C=N3)[C@H]4[C@@H]([C@@H]([C@H](O4)COP(=O)(O)O)O)O)CC[C@@H](C(=O)[O-])[NH3+] The molecule is an amino acid zwitterion obtained by transfer of a proton from the carboxy to the amino group of 4-demethyl-7-(3-amino-3-carboxypropyl)wyosine 5'-monophosphate. It is a tautomer of a 4-demethyl-7-(3-amino-3-carboxypropyl)wyosine 5'-monophosphate.